COC1=CC=C(CN(C2=NC=C3C=C(C=NC3=C2)C=2C=C(C=NC2C)NC(=O)C=2C=3CCC(C3C=CC2)=O)C)C=C1 N-(5-(7-((4-methoxybenzyl)(methyl)amino)-1,6-naphthyridin-3-yl)-6-methylpyridin-3-yl)-1-oxo-2,3-dihydro-1H-indene-4-carboxamide